2-(3,5-Dichloro-4-((2-(pyridazin-3-ylmethyl)-1-oxo-1,2,3,4-tetrahydroisoquinolin-6-yl)oxy)phenyl)-3,5-dioxo-2,3,4,5-tetrahydro-1,2,4-triazine-6-carboxylic acid ClC=1C=C(C=C(C1OC=1C=C2CCN(C(C2=CC1)=O)CC=1N=NC=CC1)Cl)N1N=C(C(NC1=O)=O)C(=O)O